C12CNCC(CC1)N2C2=NC(=C(C(=N2)NC=2C=C1C=NNC1=CC2)Cl)C(F)(F)F N-(2-(3,8-diazabicyclo[3.2.1]oct-8-yl)-5-chloro-6-(trifluoromethyl)pyrimidin-4-yl)-1H-indazol-5-amine